NCC1(CCC1)CC(=O)OC methyl [1-(aminomethyl)cyclobutyl]acetate